OC=1C=CC=C2CC(OCC12)C1=CC(=C(C=C1)OC)O 8-hydroxy-3-(3-hydroxy-4-methoxyphenyl)isochroman